FC=1C=C(C=CC1)N1C[C@H](CC1)CN1[C@@H]([C@H]([C@@H]([C@H](C1)O)O)O)CO (2R,3R,4R,5S)-1-(((R)-1-(3-fluorophenyl)pyrrolidin-3-yl)methyl)-2-(hydroxymethyl)piperidine-3,4,5-triol